(E)-N-methyl-4-(3-pyridinyl)-3-buten-1-amine CNCC\C=C\C=1C=NC=CC1